spiro[2.4]heptan-5-ol C1CC12CC(CC2)O